N-(3-(1H-imidazol-1-yl)benzyl)-N-(3-methoxybenzyl)-4-(2-morpholinoethyl)thiazol-2-amine N1(C=NC=C1)C=1C=C(CN(C=2SC=C(N2)CCN2CCOCC2)CC2=CC(=CC=C2)OC)C=CC1